NC(CN(C(OC)=O)C1(CC1)C1=CC(=C(C=C1)F)C(F)(F)F)(C)C Methyl (2-amino-2-methylpropyl)(1-(4-fluoro-3-(trifluoromethyl)phenyl)cyclopropyl)carbamate